N-[(S)-(4,4-Difluorocyclohexyl)(imidazo[1,2-b][1,2,4]triazin-6-yl)methyl]-4-methyl-1,2,5-oxadiazole-3-carboxamide FC1(CCC(CC1)[C@H](NC(=O)C1=NON=C1C)C=1N=C2N(N=CC=N2)C1)F